N-(((1S,2S)-2-aminocyclopentyl)methyl)-4-(3-methyl-1H-pyrrolo[2,3-b]pyridin-4-yl)-3,4-dihydro-2H-1,4-thiazine-6-carboxamide N[C@@H]1[C@@H](CCC1)CNC(=O)C1=CN(CCS1)C1=C2C(=NC=C1)NC=C2C